[(4S)-4-(tert-butoxycarbonylamino)pentyl] 4-methylbenzenesulfonate CC1=CC=C(C=C1)S(=O)(=O)OCCC[C@H](C)NC(=O)OC(C)(C)C